FC=1C=CC2=C(C(=CO2)C2(CCC2)O)C1 1-(5-fluorobenzofuran-3-yl)cyclobutan-1-ol